[(3R,5S,8R,9S,10S,13S,14S)-10,13-Dimethyl-17-oxo-1,2,3,4,5,6,7,8,9,11,12,14,15,16-tetradecahydrocyclopenta[a]phenanthren-3-yl] hydrogen sulfate S(=O)(=O)(O[C@@H]1CC[C@@]2([C@H]3CC[C@@]4(C(CC[C@H]4[C@@H]3CC[C@H]2C1)=O)C)C)O